C1(CC1)C1=NNC(=N1)C1CC2(CN(C2)C(=O)N2CC3(C2)CC(C3)CC=3C=NC=C(C3)S(=O)(=O)C(F)(F)F)C1 [6-(3-cyclopropyl-1H-1,2,4-triazol-5-yl)-2-azaspiro[3.3]heptan-2-yl]-[6-[(5-triflyl-3-pyridyl)methyl]-2-azaspiro[3.3]heptan-2-yl]methanone